FC1=CC=C(C=C1)C(=O)N1C(C2=C(CC1)NC=N2)C (4-fluorophenyl)(4-methyl-1,4,6,7-tetrahydro-5H-imidazo[4,5-c]pyridin-5-yl)methanone